C[C@H]1CN(CCN1)C(=O)C=1NC(=CN1)C=1C=NN(C1)C1=CC=CC=C1 (3S)-3-methyl-1-[5-(1-phenyl-1H-pyrazol-4-yl)-1H-imidazole-2-carbonyl]piperazine